CN1N=CC(=C1)C1=CC=2N(C=C1)C(=CN2)C2=CC=CC(=N2)NC2=CC=C(C=C2)C=C 6-(7-(1-methyl-1H-pyrazol-4-yl)imidazo[1,2-a]pyridin-3-yl)-N-(4-vinylphenyl)pyridin-2-amine